[Bi].C(CCCCCCC\C=C/CCCCCCCC)(=O)O Oleic acid bismuth